BrC1=CC(=CC2=C1N=C(S2)N)OC 4-bromo-6-methoxybenzo[d]thiazol-2-amine